C[C@@H]1N(CC1)C=1N=C(C2=C(N1)CCC2)C2=CC=C(S2)C(C)(C)O 2-[5-[2-[(2S)-2-methylazetidin-1-yl]-6,7-dihydro-5H-cyclopenta[d]pyrimidin-4-yl]-2-thienyl]propan-2-ol